1-(vinylsulfonyl)-1,2,3,4-tetrahydroquinoline C(=C)S(=O)(=O)N1CCCC2=CC=CC=C12